4-(4-bromothien-2-yl)-3-chlorobenzoate BrC=1C=C(SC1)C1=C(C=C(C(=O)[O-])C=C1)Cl